3-(1-fluorocyclopropyl)-4-(trifluoromethyl)-1H-pyrazole FC1(CC1)C1=NNC=C1C(F)(F)F